C(C)(C)(C)OC(=O)N1[C@@H]([C@H](CC1)C)C(=O)O (2S,3S)-1-(tert-butoxycarbonyl)-3-methylpyrrolidine-2-carboxylic acid